FC1=C(C=C(C=C1)C)NC1=C2C(N(N(C2=NC=N1)C1=NC(=CC=C1)OC1CCN(CC1)C)C)=O (4-fluoro-3-toluidino)-2-methyl-1-[6-(1-methyl-4-piperidyloxy)-2-pyridyl]-1,2-dihydro-3H-1,2,5,7-tetraazainden-3-one